3-methylcyclobutanecarboxamide CC1CC(C1)C(=O)N